2-(1-benzylpiperidin-4-yl)-N4-pyridin-3-ylmethyl-N6-thiophen-2-ylmethyl-1,3,5-triazine-2,4,6-triamine C(C1=CC=CC=C1)N1CCC(CC1)C1(NC(=NC(=N1)NCC=1C=NC=CC1)NCC=1SC=CC1)N